(S)-methyl 1-(2-((1-hydroxybutan-2-yl)amino)pyridin-4-yl)-1H-imidazole-4-carboxylate OC[C@H](CC)NC1=NC=CC(=C1)N1C=NC(=C1)C(=O)OC